[Si](C)(C)(C(C)(C)C)O[C@H]1[C@H](N([C@@H](C1)COS(=O)(=O)C)C(=O)OC(C)(C)C)C tert-butyl (2R,3R,5S)-3-[(tert-butyl-dimethylsilyl) oxy]-5-[(methanesulfonyloxy) methyl]-2-methylpyrrolidine-1-carboxylate